C(C)(C)(C)OC(N(C)C(C(=O)N)C)=O (1-amino-1-oxopropan-2-yl)(methyl)carbamic acid tert-butyl ester